1,3,3-trimethyl-2,3-dihydro-1H-pyrrolo[2,3-c]pyridine-5-carbonitrile CN1CC(C=2C1=CN=C(C2)C#N)(C)C